FC1=CC=C(C=C1)C1=CC(=CN1S(=O)(=O)C1=CC=C(C=C1)C(F)(F)F)CNC([2H])([2H])[2H] N-((5-(4-fluorophenyl)-1-((4-(trifluoromethyl)phenyl)sulfonyl)-1H-pyrrol-3-yl)methyl)methan-d3-amine